diamino-4-phenoxy-benzophenone NC=1C(=C(C(=O)C2=CC=CC=C2)C=CC1OC1=CC=CC=C1)N